1-(benzyloxy)propan-2-ol C(C1=CC=CC=C1)OCC(C)O